(2S,3R,4R,5S)-1-(2-fluoro-4-methoxyphenethyl)-2-(hydroxymethyl)piperidine-3,4,5-triol FC1=C(CCN2[C@H]([C@H]([C@@H]([C@H](C2)O)O)O)CO)C=CC(=C1)OC